(9H-fluoren-9-yl)methyl(4-{[2-(dimethylamino)ethyl]carbamoyl}piperidin-4-yl)carbamate C1=CC=CC=2C3=CC=CC=C3C(C12)OC(N(C1(CCNCC1)C(NCCN(C)C)=O)C)=O